C(C)OC=1C=C(C=C(C1C)OCC)[C@@H](C)N(C(=O)NC1(CC(C1)(F)F)C(=O)OC)CCCCC1=CC=CC=C1 methyl 1-({[(1R)-1-(3,5-diethoxy-4-methylphenyl)ethyl](4-phenylbutyl) carbamoyl}amino)-3,3-difluorocyclobutane-1-carboxylate